CC(CC(C(=O)O)OC1=CC=CC=C1)CC(C)(C)C 2,4,4-trimethylpentyl-2-phenoxyacetic acid